dimethoxyphosphine chloride [Cl-].COPOC